C1OC[C@@H]2[C@H]1CN(C2)C2=NC1=CC=C(C=C1C=C2)C(=O)OC methyl 2-((3aR,6aS)-tetrahydro-1H-furo[3,4-c]pyrrol-5(3H)-yl)quinoline-6-carboxylate